FC1=C(OC2=C(C=C(C=C2)NS(=O)(=O)CC)C2=CC=NC(=C2)C)C=CC(=C1)F 4-(2-(2,4-difluorophenoxy)-5-(ethylsulfonylamino)phenyl)-6-methylpyridine